ClC1=CC=C(C(=N1)C#N)O[C@H](C)C=1C=C(C=C2C(C(=C(OC12)C=1C=C2C(=NC1)C=CO2)C)=O)C 6-Chloro-3-[(1R)-1-(2-furo[3,2-b]pyridin-6-yl-3,6-dimethyl-4-oxo-chromen-8-yl)ethoxy]pyridine-2-carbonitrile